CC(C)(CCC(C)(OOC(C)(C)CC)C)OOC(C)(C)CC 2,5-dimethyl-2,5-bis(tert-amylperoxy)hexane